C[Al](CC)C Methyl-Methyl-Ethyl-Aluminum